ClC=1C(=C(C(=NC1C)OCC(=O)N(C)C1=CC=C(C=C1)F)C#N)C 2-[(5-chloro-3-cyano-4,6-dimethylpyridin-2-yl)oxy]-N-(4-fluoro-phenyl)-N-methylacetamide